C(N)(=N)C1=CC(=C(C=C1)OC(=O)C1=CC2=C(N=C(S2)N2CCC(CC2)C(NC2=CC=CC=C2)=O)C=C1)F 2-(4-(phenylcarbamoyl)piperidin-1-yl)benzo[d]thiazole-6-carboxylic acid 4-carbamimidoyl-2-fluorophenyl ester